FC(C1=CC=C(C=C1)[Si](C=C)(C=C)C1=CC=C(C=C1)C(F)(F)F)(F)F bis(4-trifluoromethylphenyl)divinylsilane